ethyl (13Z)-docos-13-enoate C(CCCCCCCCCCC\C=C/CCCCCCCC)(=O)OCC